tert-Butyl (S)-5-chloro-2-((3-(4-cyanophenyl)-1-methoxy-1-oxopropan-2-yl)carbamoyl)-1H-indole-1-carboxylate ClC=1C=C2C=C(N(C2=CC1)C(=O)OC(C)(C)C)C(N[C@H](C(=O)OC)CC1=CC=C(C=C1)C#N)=O